N1(CCC1)C1=C(C(=NC=N1)C(=O)N1CCC2(CC1)CC(C=1N=C3N(C(C12)=O)NC(=N3)Br)C)OCC3=CC=CC=C3 1'-(6-(azetidin-1-yl)-5-(benzyloxy)pyrimidine-4-carbonyl)-2-bromo-5-methyl-8-oxo-5,8-dihydrospiro[cyclopenta[d][1,2,4]triazolo[1,5-a]pyrimidine-7,4'-piperidin]